(2,4-dipentyloxyphenyl)bis(2,4,6-trimethylbenzoyl)phosphine oxide C(CCCC)OC1=C(C=CC(=C1)OCCCCC)P(C(C1=C(C=C(C=C1C)C)C)=O)(C(C1=C(C=C(C=C1C)C)C)=O)=O